O=C1CC[C@H](N1)C(=O)N1CSC[C@H]1C(=O)O (R)-3-[(S)-(5-oxo-2-pyrrolidinyl)carbonyl]-tetrahydrothiazole-4-carboxylic acid